C1(CCC1)NCC1=CC(=NC=C1)C=1C=C2CN(C(C2=CC1)=O)C1C(NC(CC1)=O)=O 3-(5-(4-((cyclobutylamino)methyl)pyridin-2-yl)-1-oxoisoindolin-2-yl)piperidine-2,6-dione